ClC=1C=C2C(=C3C4(NC(NC13)=O)CCCCC4)OC(=C2)C(=O)N2CCN(CC2)CCOC 5'-chloro-2'-[4-(2-methoxyethyl)piperazine-1-carbonyl]-7',8'-dihydro-6'H-spiro[cyclohexane-1,9'-furo[2,3-f]quinazoline]-7'-one